CC1=NOC(=C1CN1C(=CC=C1)C(=O)O)C 1-((3,5-dimethylisoxazol-4-yl)methyl)-1H-pyrrole-2-carboxylic acid